2-(4-cyclopropyl-6-methoxypyrimidin-5-yl)-N-(4-(1-methyl-4-(trifluoromethyl)-1H-imidazol-2-yl)benzyl)-6,7-dihydro-5H-cyclopenta[d]pyrimidin-4-amine C1(CC1)C1=NC=NC(=C1C=1N=C(C2=C(N1)CCC2)NCC2=CC=C(C=C2)C=2N(C=C(N2)C(F)(F)F)C)OC